FC(C=1C=C(N=NC1C1=C(C=C(C=C1)C(F)(F)F)O)N1[C@@H]2[C@H](OCC1)CCN(C2)C(C)=O)F 1-[(4aS,8aR)-4-[5-(difluoromethyl)-6-[2-hydroxy-4-(trifluoromethyl)phenyl]pyridazin-3-yl]-3,4a,5,7,8,8a-hexahydro-2H-pyrido[4,3-b][1,4]oxazin-6-yl]ethanone